(1S,3S)-3-((6-(5-(((5-Cyclobutyl-1,2,4-oxadiazol-3-yl)amino)methyl)-1-methyl-1H-1,2,3-triazol-4-yl)-2-methylpyridin-3-yl)oxy)cyclohexane-1-carboxylic acid C1(CCC1)C1=NC(=NO1)NCC1=C(N=NN1C)C1=CC=C(C(=N1)C)O[C@@H]1C[C@H](CCC1)C(=O)O